ClC1=C(C=CC=C1C1=C(C(=NC=C1)C=1C=NC(=C(C1)OC)CNC1CCC(CC1)O)Cl)C1=CC=C(C(=N1)OC)CN1CC2(C1)CNC(C2)=O 2-((6-(2-chloro-3-(3-chloro-6'-((((1r,4s)-4-hydroxycyclohexyl)amino)methyl)-5'-methoxy-[2,3'-bipyridin]-4-yl)phenyl)-2-methoxypyridin-3-yl)methyl)-2,6-diazaspiro[3.4]octan-7-one